6-[(2,6-difluoro-4-pyridyl)amino]-3-methoxy-N-[[1-(trifluoromethyl)cyclopropyl]methyl]pyridine-2-carboxamide FC1=NC(=CC(=C1)NC1=CC=C(C(=N1)C(=O)NCC1(CC1)C(F)(F)F)OC)F